triethyl-methyl-ammonium tetrafluoroborate F[B-](F)(F)F.C(C)[N+](C)(CC)CC